C(C)OC(/C=C/[C@H]1N(CCC1)C(=O)OCCCC)=O butyl (S,E)-2-(3-ethoxy-3-oxoprop-1-en-1-yl)pyrrolidine-1-carboxylate